[6-(2-amino-[1,2,4]triazolo[1,5-a]pyridin-7-yl)-2-methoxy-3-pyridinyl]-5-methyl-3-phenyl-isoxazole-4-carboxamide hydrochloride Cl.NC1=NN2C(C=C(C=C2)C2=CC=C(C(=N2)OC)NC(=O)C=2C(=NOC2C)C2=CC=CC=C2)=N1